2,7-dimethoxy-9H-carbazole COC1=CC=2NC3=CC(=CC=C3C2C=C1)OC